anilinediglycidyl ether N1(C2=CC=CC=C2)C2C(COCC3C1O3)O2